2,6-Dimethylbenzyl chloride CC1=C(CCl)C(=CC=C1)C